3-ACETYLADAMANTANE-1-CARBOXYLIC ACID C(C)(=O)C12CC3(CC(CC(C1)C3)C2)C(=O)O